[Te+2].C(CCCCCCCC)(=O)[O-].C(CCCCCCCC)(=O)[O-] dipelargonate tellurium